FC1(CCN(CC1)C=1C=C(C(=C(C1)N1C(N(C=C1)CC=1C=NN(C1)CC)=O)F)C(F)(F)F)F 1-[5-(4,4-difluoropiperidin-1-yl)-2-fluoro-3-(trifluoromethyl)phenyl]-3-[(1-ethyl-1H-pyrazol-4-yl)methyl]-1,3-dihydro-2H-imidazol-2-one